NC([C@H](CO)NC(=O)C1=C(OC2=C1C=C(C=C2)OCC2=CC=NN2C(C)C)C)=O (S)-N-(1-amino-3-hydroxy-1-oxopropan-2-yl)-5-((1-isopropyl-1H-pyrazol-5-yl)methoxy)-2-methylbenzofuran-3-carboxamide